1-(6-((4-ethoxypyridin-2-yl)amino)-3-methylpyridine-2-carbonyl)-5,5-difluoropiperidine C(C)OC1=CC(=NC=C1)NC1=CC=C(C(=N1)C(=O)N1CCCC(C1)(F)F)C